1-[3-(2,4-Dimethyl-benzenesulfonyl)-5-oxo-4,5-dihydro-[1,2,3]triazolo[1,5-a]quinazolin-8-yl]-piperidine-4-carboxylic acid CC1=C(C=CC(=C1)C)S(=O)(=O)C=1N=NN2C1NC(C1=CC=C(C=C21)N2CCC(CC2)C(=O)O)=O